benzotriazole-1-yl-oxytripyrrolidinophosphorus N1(N=NC2=C1C=CC=C2)O[P](N2CCCC2)(N2CCCC2)N2CCCC2